OCCC[Si](O[Si](CCCO)(C)C)(C)C 1,3-bis(hydroxypropyl)-tetramethyldisiloxane